ClC=1C=C2CCC(C2=CC1F)=O 5-chloro-6-fluoro-1-indanone